2-((6-methoxy-2-(2-methoxyimidazo[2,1-b][1,3,4]thiadiazol-6-yl)pyrazolo[1,5-a]pyridin-4-yl)oxy)acetic acid COC=1C=C(C=2N(C1)N=C(C2)C=2N=C1SC(=NN1C2)OC)OCC(=O)O